TBDMS-pentacosanoate [Si](C)(C)(C(C)(C)C)OC(CCCCCCCCCCCCCCCCCCCCCCCC)=O